C(C)(C)(C)OC(=O)NCC(=O)C1C(C2=CC=C(C=C2C1=O)OC=1C=C2C(C(C(C2=CC1)=O)C(CNC(OC(C)(C)C)=O)=O)=O)=O tert-butyl N-[2-(5-{[2-(2-{[(tert-butoxy)carbonyl]amino} acetyl)-1,3-dioxo-2,3-dihydro-1H-inden-5-yl]oxy}-1,3-dioxo-2,3-dihydro-1H-inden-2-yl)-2-oxoethyl]carbamate